Methyl (1r,4r)-4-(5,6-dihydrobenzo[f]imidazo[1,5-d][1,4]oxazepine-10-carboxamido)cyclohexane-1-carboxylate C=1N=CN2CCOC3=C(C21)C=C(C=C3)C(=O)NC3CCC(CC3)C(=O)OC